ethyl (E)-4-((4-iodobicyclo[4.2.0]octa-1,3,5-trien-3-yl)amino)but-2-enoate IC1=C(C=C2CCC2=C1)NC/C=C/C(=O)OCC